CC1=CC=C(C=C1)C1=NC=CC(=C1)C 2-(4-methylphenyl)-4-methylpyridine